3-(Trans-4-(2-((1R,5S)-8-(2,3-dichlorophenyl)-3,8-diazabicyclo[3.2.1]octane-3-yl)ethyl)cyclohexyl)-1,1-dimethylurea ClC1=C(C=CC=C1Cl)N1[C@H]2CN(C[C@@H]1CC2)CC[C@@H]2CC[C@H](CC2)NC(N(C)C)=O